FC1=C(CC=2NC(=NN2)C(=O)NC2=NC=CC(=C2)C2=C(C=CC(=C2)OCCOCC)Cl)C=CC=C1 5-(2-fluorobenzyl)-N-(4-(2-chloro-5-(2-ethoxyethoxy)phenyl)pyridin-2-yl)-4H-1,2,4-triazole-3-carboxamide